C(CCCC)OCCOCCOCCOCCCCC Triethylene glycol dipentyl ether